(3R,5R)-5-({4-[2-hydroxy-4-(trifluoromethyl)phenyl]phthalazin-1-yl}amino)piperidin-3-ol formate C(=O)O[C@H]1CNC[C@@H](C1)NC1=NN=C(C2=CC=CC=C12)C1=C(C=C(C=C1)C(F)(F)F)O